ammonium laurylethyl sulfate S(=O)(=O)(OCCCCCCCCCCCCCC)[O-].[NH4+]